(S)-1-(4-(((4-carbamoylphenethyl)(7-fluorobenzo[d]thiazol-2-yl)amino)methyl)phenyl)pyrrolidine-3-carboxylic acid C(N)(=O)C1=CC=C(CCN(C=2SC3=C(N2)C=CC=C3F)CC3=CC=C(C=C3)N3C[C@H](CC3)C(=O)O)C=C1